6-(1-(3-aminophenyl)-3-(fluoromethyl)-1H-pyrazol-4-yl)-3,4-dihydroisoquinolin-1(2H)-one NC=1C=C(C=CC1)N1N=C(C(=C1)C=1C=C2CCNC(C2=CC1)=O)CF